N-(4-{[6-(5-chloro-2-fluorophenyl)-3-methylpyridazin-4-yl]amino}pyridin-2-yl)-2-{6-methyl-2,6-diazaspiro[3.3]heptan-2-yl}acetamide ClC=1C=CC(=C(C1)C1=CC(=C(N=N1)C)NC1=CC(=NC=C1)NC(CN1CC2(C1)CN(C2)C)=O)F